((1-(2-(1H-indol-3-yl)ethyl)-6,7-dimethoxy-3,4-dihydroisoquinolin-2(1H)-yl)methyl)-3-azaspiro[5.5]undecane N1C=C(C2=CC=CC=C12)CCC1N(CCC2=CC(=C(C=C12)OC)OC)CC1CNCCC12CCCCC2